FC=1C=C(C=C(C1)F)N1CC(CC1=O)N1C(N(C(C1=O)=O)C1=C(C=CC=C1)F)=O 1-[1-(3,5-difluorophenyl)-5-oxopyrrolidin-3-yl]-3-(2-fluorophenyl)imidazolidine-2,4,5-trione